C(C)OC=1C(=NC=CC1)C(=O)O ethoxypicolinic acid